(R)-N-(2-hydroxypropyl)-N-methyl-4-(2-(4,4,5,5-tetramethyl-1,3,2-dioxaborolan-2-yl)-5-toluenesulfonyl-5H-pyrrolo[2,3-b]pyrazin-7-yl)benzamide O[C@@H](CN(C(C1=CC=C(C=C1)C1=CN(C2=NC=C(N=C21)B2OC(C(O2)(C)C)(C)C)S(=O)(=O)CC2=CC=CC=C2)=O)C)C